C(C)(C)(C)OC(N(C(C)C)C[C@@H](C(=O)N1[C@H]2CN(C[C@@H]1CC2)C2=C1C(=NC=C2)NC=C1C)C1=CC=C(C=C1)Cl)=O ((S)-2-(4-chlorophenyl)-3-((1R,5S)-3-(3-methyl-1H-pyrrolo[2,3-b]pyridin-4-yl)-3,8-diazabicyclo[3.2.1]octan-8-yl)-3-oxopropyl)(isopropyl)carbamic acid tert-butyl ester